Methyl 2-(2-(benzyloxy)-4-(prop-1-en-2-yl)phenyl)acetate C(C1=CC=CC=C1)OC1=C(C=CC(=C1)C(=C)C)CC(=O)OC